CS(=O)(C)=NC1=CC=CC(=N1)N1C2=NC(=NC=C2[C@]2(COC(C[C@@H]12)(C)C)C)N (1R,9R)-8-[6-[[dimethyl(oxo)-sulfanylidene]amino]-2-pyridyl]-1,11,11-trimethyl-12-oxa-4,6,8-triazatricyclo[7.4.0.02,7]trideca-2,4,6-trien-5-amine